C[C@](N(C(=O)OC(C)(C)C)C)(CCC(=O)O)C(=O)[O-].C(C=C)(=O)NC(CS(=O)(=O)O)(C)C.[Na+] sodium 2-acrylamido-2-methylpropanesulfonate dimethyl-(tert-butoxycarbonyl)-L-glutamate